N-ethyl-N'-(3-(3-fluoro-2-methylbenzyl)-2,5-dimethylphenyl)-N-methylformamidine C(C)N(C=NC1=C(C(=CC(=C1)C)CC1=C(C(=CC=C1)F)C)C)C